ClC1=C(C(=C(C=C1)N1N=NC(=C1)[Sn](C(C)(C)C)(C(C)(C)C)C(C)(C)C)I)F 1-(4-chloro-3-fluoro-2-iodophenyl)-4-(tri-tert-butylstannyl)-1H-1,2,3-triazole